C(C)(=O)OCCCCCCCCC\C=C/CC (Z)-10-Tridecenyl acetate